CNC(C(=C)C)=O N-Methyl-methacryl-amide